N-(2-phenylcyclopropyl)-3-[(6-phenylpyridazin-3-yl)amino]benzamide C1(=CC=CC=C1)C1C(C1)NC(C1=CC(=CC=C1)NC=1N=NC(=CC1)C1=CC=CC=C1)=O